C(C)(C)(C)[N-]C(C)(C)C bist-butylamide